C(C)(C)C1=C(C=CC=C1)SC=1C=2N(C(=NC1)N1CCC3(CCC[C@H]3N)CC1)C=CN2 (R)-8-(8-((2-isopropylphenyl)thio)imidazo[1,2-c]pyrimidin-5-yl)-8-azaspiro[4.5]decan-1-amine